N-(3,5-Dichlorophenyl)-6-morpholin-4-yl-N1-m-tolyl-[1,3,5]triazine-2,4-diamine ClC=1C=C(C=C(C1)Cl)NC1N(C(=NC(=N1)N)N1CCOCC1)C=1C=C(C=CC1)C